copper compound with water O.[Cu]